Tert-butyl (1R,3S,5R)-3-((6-bromopyridin-2-yl) carbamoyl)-2-azabicyclo[3.1.0]hexane-2-carboxylate BrC1=CC=CC(=N1)NC(=O)[C@H]1N([C@@H]2C[C@@H]2C1)C(=O)OC(C)(C)C